C(C1=CC=CC=C1)NC(C[N+]1(CCCCCC1)CC(=O)NC1=C(SC=C1C)C(NCCN1CCN(CC1)C(=O)OC(C)(C)C)=O)=O 1-(2-(benzylamino)-2-oxoethyl)-1-(2-((2-((2-(4-(tert-butoxycarbonyl)piperazin-1-yl)ethyl)carbamoyl)-4-methylthiophen-3-yl)amino)-2-oxoethyl)azepan-1-ium